3-[3-Methyl-1-(1H-pyrrolo[2,3-b]pyridin-4-yl)-1H-pyrazol-4-yl]-benzonitrile CC1=NN(C=C1C=1C=C(C#N)C=CC1)C1=C2C(=NC=C1)NC=C2